2-(trifluoromethyl)benzenesulfonic acid FC(C1=C(C=CC=C1)S(=O)(=O)O)(F)F